2-((2-(cyclopentyloxy)-4-fluoro-5-nitrophenoxy)methyl)-3,4-difluoro-1-methoxybenzene C1(CCCC1)OC1=C(OCC2=C(C=CC(=C2F)F)OC)C=C(C(=C1)F)[N+](=O)[O-]